FC=1C=C(C=CC1C)C1=CN(C=2N=CN=C(C21)N)C(C)C2=CN=C(N2)C2=C(C=CC=C2)F 5-(3-fluoro-4-methylphenyl)-7-{1-[2-(2-fluorophenyl)-1H-imidazol-5-yl]ethyl}-7H-pyrrolo[2,3-d]pyrimidin-4-amine